dibutoxy bis(acetoacetate) C(CC(=O)C)(=O)OOCCCC.C(CC(=O)C)(=O)OOCCCC